(6S,7S)-6-((2-fluoro-[1,1'-biphenyl]-3-yl)methyl)-7-((fluoromethyl)sulfonamido)-N-(oxetan-3-ylmethyl)-5-azaspiro[2.4]heptane-5-carboxamide FC1=C(C=CC=C1C[C@@H]1N(CC2(CC2)[C@@H]1NS(=O)(=O)CF)C(=O)NCC1COC1)C1=CC=CC=C1